ethyl 2-(2-acetamido-4-(2-acetamidophenyl)-4-oxobutanamido)-4-(2-acetamidophenyl)-4-oxobutanoate C(C)(=O)NC(C(=O)NC(C(=O)OCC)CC(=O)C1=C(C=CC=C1)NC(C)=O)CC(=O)C1=C(C=CC=C1)NC(C)=O